2-((5-(((3-Exo)-8-(2-cyanoethyl)-8-azabicyclo[3.2.1]oct-3-yl)amino)-1,6-naphthyridin-7-yl)amino)thiazole-5-carboxamide C(#N)CCN1C2CC(CC1CC2)NC2=C1C=CC=NC1=CC(=N2)NC=2SC(=CN2)C(=O)N